C1(=CC=CC=C1)C(=C(C1=CC=C(C=C1)O)C1=CC=C(C=C1)O)C1=CC=CC=C1 1,1-diphenyl-2,2-bis(4-hydroxyphenyl)ethylene